C1(CC1)C1=NC=C(C(=N1)OC1=CC=CC=C1)C(=O)N1C\C(\CC1)=C/S(=O)(=O)C (2-Cyclopropyl-4-phenoxy-pyrimidin-5-yl)-[(3Z)-3-(methylsulfonylmethylene)pyrrolidin-1-yl]methanone